ClC1=NC(=NC(=N1)N(CCCC)CCCC)N(CCCC)CCCC 2-chloro-4,6-di(dibutylamino)-s-triazine